C(C1=CC=CC=C1)OP(=O)(OCC1=CC=CC=C1)OCOC(=O)N(CC(=O)O)CC(CO[Si](C)(C)C(C)(C)C)(C)C.CN(C(CCC)=O)C N,N-dimethyl-butyramide (((bis(benzyloxy)phosphoryl)oxy)methoxycarbonyl)-N-(3-((tert-butyldimethylsilyl)oxy)-2,2-dimethylpropyl)glycinate